CN(C(=O)N1CCOCC1)C1=CC=2OC(C(=CC2S1)C(=O)O)=O 2-(N-methylmorpholine-4-carboxamido)-5-oxo-5H-thieno[3,2-b]Pyran-6-carboxylic acid